methyl (2R,4R,5R)-2-(tert-butyl)-3-formyl-5-phenylthiazolidine-4-carboxylate C(C)(C)(C)[C@H]1S[C@@H]([C@H](N1C=O)C(=O)OC)C1=CC=CC=C1